C(C)N1C=C(C(C(=C1CO)C1=CC=C(C=C1)F)=O)C(=O)N 1-ethyl-5-(4-fluorophenyl)-6-(hydroxymethyl)-4-oxopyridine-3-carboxamide